7-amino-2-(6-(4-isopropyl-4H-1,2,4-triazol-3-yl)pyridin-2-yl)-6-methylphthalazin-1(2H)-one NC1=C(C=C2C=NN(C(C2=C1)=O)C1=NC(=CC=C1)C1=NN=CN1C(C)C)C